S1CCC(=CC1)C1=C(C=C2C(C=CN3C2=C1OCC3C)=O)F 10-(3,6-dihydro-2H-thiopyran-4-yl)-9-fluoro-3-methyl-2H-[1,4]oxazino[2,3,4-ij]quinolin-7(3H)-one